NC1=CC=C2C(=N1)C=C(N2)C(=O)N 5-AMINO-1H-PYRROLO[3,2-b]PYRIDINE-2-CARBOXAMIDE